C(#N)[C@H](CC(=O)N)CC(C)C (S)-3-cyano-5-methylhexanamide